4-(3-bromo-6-chloro-2-pyridinyl)piperazine-1-carboxylic acid tert-butyl ester C(C)(C)(C)OC(=O)N1CCN(CC1)C1=NC(=CC=C1Br)Cl